ClC1=NC=C(C(=N1)C=1C=C2C(=CC(=NC2=CC1)C)C(C)C)Cl 6-(2,5-dichloropyrimidin-4-yl)-4-isopropyl-2-methylquinoline